C(O)C(CO)CO Trimethylolmethane